ClC1=CC(=CC=2C=C(OC21)CNC(OC(C)(C)C)=O)C2=NC=C(C=C2F)C(=O)N2CCC(CC2)(F)F tert-butyl (7-chloro-5-(5-(4,4-difluoropiperidine-1-carbonyl)-3-fluoropyridin-2-yl)benzofuran-2-yl)methylcarbamate